Ethyl 2-(4-((4-(4-fluorobenzyl) piperazin-1-yl) methyl)-2,6-dimethylphenoxy)-2-methylpropionate FC1=CC=C(CN2CCN(CC2)CC2=CC(=C(OC(C(=O)OCC)(C)C)C(=C2)C)C)C=C1